CC1=CC=CC(=N1)C1=C(N=CN1)C=1C=C2C=C(C=NC2=CC1)N1CC2(CC1)CCNCC2 2-[6-[5-(6-methyl-2-pyridyl)-1H-imidazol-4-yl]-3-quinolyl]-2,8-diazaspiro[4.5]decane